FC=1C=C(C=CC1)N1[C@@H]2CN([C@@H](C1)C2)C2=NC(=NC=C2C#N)C=2C=C1C(=NC2)NC=C1 4-[(1R,4S)-5-(3-fluorophenyl)-2,5-diazabicyclo[2.2.1]hept-2-yl]-2-(1H-pyrrolo[2,3-b]pyridin-5-yl)pyrimidine-5-carbonitrile